6-chloro-3-(((R)-1-(2-cyano-3-((S)-3,3-difluorocyclopentyl)-7-methylquinoxalin-5-yl)ethyl)amino)picolinic acid ClC1=CC=C(C(=N1)C(=O)O)N[C@H](C)C1=C2N=C(C(=NC2=CC(=C1)C)C#N)[C@@H]1CC(CC1)(F)F